3-oxo-2-(pyridin-3-yl)-N-[(2S)-1,1,1-trifluoro-3-hydroxy-3-methylbut-2-yl]-6-[4-(trifluoromethoxy)phenyl]-2,3-dihydropyridazine-4-carboxamide O=C1N(N=C(C=C1C(=O)N[C@H](C(F)(F)F)C(C)(C)O)C1=CC=C(C=C1)OC(F)(F)F)C=1C=NC=CC1